[C@@H]1([C@H](O)[C@@H](O)[C@H](O)[C@H](O1)CO)O[C@H]1[C@@H]([C@H]([C@@H](O[C@@H]1CO)O[C@@H]([C@@H]([C@H](C=O)O)O)[C@H](O)CO)O)O β-D-glucopyranosyl-(1→4)-β-D-glucopyranosyl-(1→4)-D-glucose